6-(1-((3-(2,4-dioxotetrahydropyrimidin-1(2H)-yl)pyridin-4-yl)methyl)piperidin-4-yl)-2-(4-phenoxyphenyl)nicotinamide O=C1N(CCC(N1)=O)C=1C=NC=CC1CN1CCC(CC1)C1=NC(=C(C(=O)N)C=C1)C1=CC=C(C=C1)OC1=CC=CC=C1